N-((7-methoxy-3,3-dimethylchroman-8-yl)sulfonyl)-5-(pyridin-2-yl)quinoline-2-carboxamide COC1=CC=C2CC(COC2=C1S(=O)(=O)NC(=O)C1=NC2=CC=CC(=C2C=C1)C1=NC=CC=C1)(C)C